3-{[Dimethyl(phenyl)silyl]methyl}-5-(1,3-dioxan-2-yl)-N-(quinolin-8-yl)pentanamide C[Si](C1=CC=CC=C1)(C)CC(CC(=O)NC=1C=CC=C2C=CC=NC12)CCC1OCCCO1